1-(4-amino-2-methoxy-5-methylphenyl)-2-cyclohexylethan-1-one NC1=CC(=C(C=C1C)C(CC1CCCCC1)=O)OC